NC=1N=C(SC1C(C1=CC=CC=C1)=O)N([C@@H](C(=O)N)C)C=1C=NC(=CC1)C |r| rac-2-[(4-amino-5-benzoyl-thiazol-2-yl)-(6-methyl-3-pyridyl)amino]propanamide